4-(3-Chloro-2-fluoro-6-methoxyphenyl)-6-methyl-N-(5-{methyl-[(1r,4r)-4-methoxycyclohexyl]carbamoyl}-1,3,4-thiadiazol-2-yl)pyridine-3-carboxamide ClC=1C(=C(C(=CC1)OC)C1=C(C=NC(=C1)C)C(=O)NC=1SC(=NN1)C(N(C1CCC(CC1)OC)C)=O)F